N-(5-(thiazol-2-yl)-1,3,4-thiadiazol-2-yl)benzo[c]isoxazole S1C(=NC=C1)C1=NN=C(S1)N1OCC2=C1C=CC=C2